2-(2,6-difluorophenyl)-5-methoxy-3,4-dihydro-2H-pyrrole FC1=C(C(=CC=C1)F)C1N=C(CC1)OC